FC1=C(C=CC=C1)N1N=C(C=C1C1=NC=NC2=CC(=C(C=C12)NC(=O)C1CC1)OC)C N-(4-(1-(2-fluorophenyl)-3-methyl-1H-pyrazol-5-yl)-7-methoxyquinazolin-6-yl)cyclopropanecarboxamide